Ethyl 2-(7-(4-chlorophenyl)-9-fluoro-2-methyl-3-oxo-2,3,5,7-tetrahydrobenzo[5,6]oxepino[4,3-c]pyridin-5-yl)acetate ClC1=CC=C(C=C1)C1C2=C(C3=CN(C(C=C3C(O1)CC(=O)OCC)=O)C)C=CC(=C2)F